BrC=1C(=NN(C1C)C)OC=1C=CC(=C(C1)C(C(=O)OC(C)(C)C)OS(=O)(=O)C)F tert-butyl 2-{5-[(4-bromo-1,5-dimethylpyrazol-3-yl)oxy]-2-fluorophenyl}-2-(methanesulfonyloxy)acetate